3-((4-(4-methylpiperidin-4-yl)phenyl)amino)-5-(3-(3-oxoimidazo[1,5-a]pyridine-2(3H)-yl)piperidin-1-yl)pyrazine-2-carboxamide CC1(CCNCC1)C1=CC=C(C=C1)NC=1C(=NC=C(N1)N1CC(CCC1)N1C(N2C(C=CC=C2)=C1)=O)C(=O)N